CC(C)COC[C@@H](C)[C@H]1CC[C@H]2[C@@H]3CC=C4C[C@@H](O)CC[C@]4(C)[C@H]3CC[C@]12C 23-oxacholesterol